4-((2,4-difluorophenyl)ethynyl)-N-((2-methyltetrahydrofuran-2-yl)methyl)benzamide FC1=C(C=CC(=C1)F)C#CC1=CC=C(C(=O)NCC2(OCCC2)C)C=C1